NCCCN(C(OC(C)(C)C)=O)CC[Sn](CCCC)(CCCC)CCCC tert-butyl N-(3-aminopropyl)-N-(tributylstannylethyl)carbamate